N1(CCN(CCN(CCN(CCC1)CC(=O)N)CC(=O)N)CC(=O)N)CC(=O)N 2,2',2'',2'''-(1,4,7,10-tetraazacyclotridecane-1,4,7,10-tetrayl)tetraacetamide